C(C)(C)C1N(CCNC1)C 2-isopropyl-1-methylpiperazine